ClC=1C=2N(C=C(C1)NC(=O)C1=CC=C(C3=CN(N=C13)CC)N1CCN(CC1)C(=O)OC(C)(C)C)C=C(N2)C tert-butyl 4-[7-({8-chloro-2-methylimidazo[1,2-a]pyridin-6-yl} carbamoyl)-2-ethylindazol-4-yl]piperazine-1-carboxylate